1-deuteromethyl-4-pyridineboronic acid [2H]CN1CC=C(C=C1)B(O)O